5-(2-fluoro-6-hydroxy-4-((1-isopentylpiperidin-4-yl)amino)phenyl)-1,2,5-thiadiazolidin-3-one 1,1-dioxide FC1=C(C(=CC(=C1)NC1CCN(CC1)CCC(C)C)O)N1CC(NS1(=O)=O)=O